[4-[4-[(trans-4-aminocyclohexyl)amino]-3-[N'-(2-chloro-5-fluoro-phenyl)carbamimidoyl]pyrrolo[1,2-b]pyridazin-6-yl]-3-methyl-phenyl] acetate C(C)(=O)OC1=CC(=C(C=C1)C=1C=C2N(N=CC(=C2N[C@@H]2CC[C@H](CC2)N)C(N)=NC2=C(C=CC(=C2)F)Cl)C1)C